(d)-N2-isobutyryl-2'-O-[2,2-dimethyl-(R/S)-1-(2-nitrophenyl)propyloxy]Methyl-guanosine C(C(C)C)(=O)NC=1NC(C=2N=CN([C@H]3[C@H](OCO[C@H](C(C)(C)C)C4=C(C=CC=C4)[N+](=O)[O-])[C@H](O)[C@@H](CO)O3)C2N1)=O |&1:18|